(2-(2,4-difluoro-3-methoxyphenylamino)-5-methylpyrimidin-4-ylamino)-7-methylbenzo[d]oxazol-2(3H)-one FC1=C(C=CC(=C1OC)F)NC1=NC=C(C(=N1)NN1C(OC2=C1C=CC=C2C)=O)C